C(C1=CC=CC=C1)OCCCC1(N(C2=CC(=CC(=C2C(N1)=O)Br)C(F)(F)F)C)C 2-(3-(benzyloxy)propyl)-5-bromo-1,2-dimethyl-7-(trifluoromethyl)-2,3-dihydroquinazolin-4(1H)-one